(2,5-dioxo-2,5-dihydro-1H-pyrrole-1-yl)acetic acid O=C1N(C(C=C1)=O)CC(=O)O